C(C)(=O)NCCC1=CC=C(C=C1)NC(OC(C)(C)C)=O tert-butyl (4-(2-acetamidoethyl)phenyl)-carbamate